FC1=C(C=CC(=C1)F)C1=NS(OC1)(=O)=O 4-(2,4-difluorophenyl)-5H-[1,2,3]oxathiazole 2,2-dioxide